C(C)(C)(C)OC(=O)NC(C(=O)OC)CC=1OC=CN1 methyl 2-((tert-butoxycarbonyl)amino)-3-(oxazol-2-yl)propanoate